N-[(3R)-1-[(7S)-7-methoxy-5,6,7,8-tetrahydro-[1,2,4]triazolo[4,3-a]pyridine-3-yl]-3-piperidyl]-4-(oxetan-3-yloxy)-5-(trifluoromethyl)pyrimidin-2-amine CO[C@@H]1CC=2N(CC1)C(=NN2)N2C[C@@H](CCC2)NC2=NC=C(C(=N2)OC2COC2)C(F)(F)F